OC1=CC=C(C=C1)[C@@H](CC(=O)O)C#CC |r| (+/-)-3-(4-Hydroxy-phenyl)-hex-4-ynoic Acid